N1N=CC2=CC(=CC=C12)C1=NOC(=N1)C=1C=C2C(CC(OC2=CC1)(CC)CC)=O 6-(3-(1H-indazol-5-yl)-1,2,4-oxadiazol-5-yl)-2,2-diethyl-chroman-4-one